ethyl (Z)-2-(2-aminothiazol-4-yl)-10,10-dimethyl-8-oxo-4,9-dioxa-3,7-diazaundec-2-enoate NC=1SC=C(N1)/C(/C(=O)OCC)=N/OCCNC(OC(C)(C)C)=O